ClC=1C=CC2=C(C(=NC3=C(S2)C=CC=C3)N3CCN(CC3)CCOCC(=O)O)C1 2-(2-(4-(2-Chlorodibenzo[b,f][1,4]thiazepin-11-yl)piperazin-1-yl)ethoxy)acetic acid